decenoyl-L-carnitine C(C=CCCCCCCC)(=O)[C@](O)(C[N+](C)(C)C)CC([O-])=O